C(C)C(=N)NCCCN(C)C N3-(Ethylcarbonimidoyl)-N1,N1-dimethyl-1,3-propanediamine